4-Methyl-6-nitro-3,4-dihydro-2H-benzo[b][1,4]oxazine CN1C2=C(OCC1)C=CC(=C2)[N+](=O)[O-]